[O-]S(=O)(=O)C(F)(F)F.[Ag+] silver triflate salt